(6-Amino-4-propoxy-3',4',5',6'-tetrahydro-2'H-[3,4']bipyridinyl-1'-yl)-[5-(phenoxy)-4-methoxy-pyridin-2-yl]-methanone NC1=CC(=C(C=N1)C1CCN(CC1)C(=O)C1=NC=C(C(=C1)OC)OC1=CC=CC=C1)OCCC